C(CCCCCCCCCCCCCCCCC)(=O)[O-].[Mg+2].COC=1C(=C(C=C(C1OC)O)C)O.C(CCCCCCCCCCCCCCCCC)(=O)[O-] 5,6-dimethoxy-3-methylbenzene-1,4-diol Magnesium Stearate